CC=1C=NN(C1)C[C@H]1N2C=3C(=C(SC3C(NC1)=O)C=1C=NNC1)OCC2 (S)-6-((4-methyl-1H-pyrazol-1-yl)methyl)-2-(1H-pyrazol-4-yl)-4,5,7,8-tetrahydro-3-oxa-1-thia-5a,8-diazabenzo[cd]azulen-9(6H)-one